N-(2-acetyl-3,5-difluoro-4-(1-methyl-6-oxo-1,6-dihydropyridazin-4-yl)phenyl)-2-chloro-5-cyanobenzamide C(C)(=O)C1=C(C=C(C(=C1F)C=1C=NN(C(C1)=O)C)F)NC(C1=C(C=CC(=C1)C#N)Cl)=O